monopalmitylglycerol C(CCCCCCCCCCCCCCC)C(CO)(O)CO